methyl 5-bromo-4-oxo-1,4-dihydropyridine-3-carboxylate BrC=1C(C(=CNC1)C(=O)OC)=O